N-(4-(5-amino-4-cyano-1H-pyrazol-3-yl)benzyl)-5-fluoro-2-methoxybenzamide NC1=C(C(=NN1)C1=CC=C(CNC(C2=C(C=CC(=C2)F)OC)=O)C=C1)C#N